2-cyano(2,3-dihydrobenzo[b][1,4]dioxin-7-yl)-3-(3-(5-methyl-1H-imidazol-1-yl)propyl)guanidine C(#N)N=C(NC=1C=CC2=C(OCCO2)C1)NCCCN1C=NC=C1C